(S)-8-(2-benzyl-3-chloro-7-oxo-2,4,5,7-tetrahydro-6H-pyrazolo[3,4-c]pyridin-6-yl)-2,10-dimethyl-7,8-dihydrothiazolo[5',4':3,4]benzo[1,2-b][1,4]oxazepine-9(10H)-one C(C1=CC=CC=C1)N1N=C2C(N(CCC2=C1Cl)[C@@H]1C(N(C=2C(OC1)=CC=C1C2SC(=N1)C)C)=O)=O